OC=1C=C(C#N)C=C(C1C1=CC=C2C(=N1)N=C(O2)N2CCC1C2CN(CC1)C)C (rac)-3-Hydroxy-5-methyl-4-[2-(6-methyl-3,3a,4,5,7,7a-hexahydro-2H-pyrrolo[2,3-c]pyridin-1-yl)oxazolo[4,5-b]pyridin-5-yl]benzonitrile